2,4-diethoxy-2,4,6,6-tetrafluorocyclotriphosphazene C(C)OP1(=NP(=NP(=N1)(F)OCC)(F)F)F